(2Z)-3-(cyclopropylamino)-2-[(2,4,5-trifluoro-3-methoxyphenyl) carbonyl]Ethyl prop-2-enoate C(C=C)(=O)OCCC(=O)C=1C(C(C(=C(C1)F)F)(OC)NC1CC1)F